(2S)-5-amino-2-(t-butoxycarbonylamino)-5-oxo-pentanoic acid NC(CC[C@@H](C(=O)O)NC(=O)OC(C)(C)C)=O